diphenyl-(biphenyl) methyl-((4,4-difluoropiperidin-1-yl)sulfonyl)carbamate COC(NS(=O)(=O)N1CCC(CC1)(F)F)=O.C1(=CC=CC=C1)C1=CC=C(C=C1)C1=CC=C(C=C1)C1=CC=CC=C1